FC[C@H](CN(CC[C@@H](C(=O)O)NC(C1=CN=CC=C1C(F)(F)F)=O)CCCCC1=NC=2NCCCC2C=C1)OC (S)-4-(((S)-3-fluoro-2-methoxypropyl)(4-(5,6,7,8-tetrahydro-1,8-naphthyridin-2-yl)butyl)amino)-2-(4-(trifluoromethyl)nicotinamido)butanoic acid